NC1=NC=C(C2=C1C=NN2)NC(C(N2[C@H](CC[C@@H](C2)C)C2=CC(=CC=C2)N2CCN(CC2)C)=O)=O N-(4-amino-1H-pyrazolo[4,3-c]pyridin-7-yl)-2-oxo-2-[(2R,5S)-5-methyl-2-[3-(4-methylpiperazin-1-yl)phenyl]-1-piperidyl]acetamide